2-[2-(4-chloro-2-fluorophenyl)-2-oxoethyl]-2-hydroxymalonic acid 1,3-diethyl ester C(C)OC(C(C(=O)OCC)(O)CC(=O)C1=C(C=C(C=C1)Cl)F)=O